pyridine-1-oxide hydrochloride Cl.[N+]1(=CC=CC=C1)[O-]